N'-hydroxy-4-(2-(((tetrahydrofuran-2-yl)methyl)sulfonyl)phenoxy)-3-(trifluoromethyl)benzimidamide ON=C(C1=CC(=C(C=C1)OC1=C(C=CC=C1)S(=O)(=O)CC1OCCC1)C(F)(F)F)N